NC1=C(C=CC=C1)C1=CC=C(C=C1)C1=CC=C(C=C1)N 2,4''-diamino-[1,1':4',1'']terphenyl